N-(2,4-difluorophenyl)-N-(4-nitropyridin-2-yl)acetamide FC1=C(C=CC(=C1)F)N(C(C)=O)C1=NC=CC(=C1)[N+](=O)[O-]